((2S,3S)-1-((4-fluoro-2-(hydroxymethyl)phenyl)amino)-3-methyl-1-oxopent-2-yl)carbamic acid tert-butyl ester C(C)(C)(C)OC(N[C@H](C(=O)NC1=C(C=C(C=C1)F)CO)[C@H](CC)C)=O